CC1(CN(C1)CC(=O)NC=1C=C(C(=NC1)C)C=1N2C(SC1C=1C=NN(C1)C1COC1)=C(C=N2)C(=O)N)C (5-(2-(3,3-dimethylazetidin-1-yl)acetamido)-2-methylpyridin-3-yl)-2-(1-(oxetan-3-yl)-1H-pyrazol-4-yl)pyrazolo[5,1-b]thiazole-7-carboxamide